2-(2-(3,4-Difluoro-2-(methyl-d3)phenoxy-6-d)-4-methyl-5-(trifluoromethyl)pyridin-3-yl)-4-oxo-1,4-dihydro-1,6-naphthyridine-5-carboxamide FC=1C(=C(OC2=NC=C(C(=C2C=2NC=3C=CN=C(C3C(C2)=O)C(=O)N)C)C(F)(F)F)C(=CC1F)[2H])C([2H])([2H])[2H]